OC1=CC=C(C=C1)/C(=C(\CC)/C1=CC=CC=C1)/C1=CC=C(OCCOCCOCCOCCOC2=C3CN(C(C3=CC=C2)=O)C2C(NC(CC2)=O)=O)C=C1 (Z)-3-(4-(2-(2-(2-(2-(4-(1-(4-hydroxyphenyl)-2-phenylbut-1-en-1-yl)phenoxy)ethoxy)ethoxy)ethoxy)ethoxy)-1-oxoisoindolin-2-yl)piperidine-2,6-dione